NCCC(=O)NCCNC(C1=C(C=C(C=C1)NC=1C=2N(C=CN1)C(=CN2)C2=C(C(=C(C=C2)OC2=NC=C(C=C2)OC)F)F)CC)=O N-[2-(3-aminopropanoylamino)ethyl]-4-[[3-[2,3-difluoro-4-[(5-methoxy-2-pyridyl)oxy]phenyl]imidazo[1,2-a]pyrazin-8-yl]amino]-2-ethyl-benzamide